3-[[2-(2,6-Dimethylphenyl)-6-methylsulfanyl-pyrimidin-4-yl]sulfamoyl]benzoic acid CC1=C(C(=CC=C1)C)C1=NC(=CC(=N1)NS(=O)(=O)C=1C=C(C(=O)O)C=CC1)SC